1,3-dibromo-5-(2-bromoethoxy)benzene tert-butyl-(S)-(1-(7-(benzyloxy)-6-bromopyrazolo[1,5-a]pyrimidin-5-yl)-2-(3,5-difluorophenyl)ethyl)carbamate C(C)(C)(C)N(C(O)=O)[C@@H](CC1=CC(=CC(=C1)F)F)C1=NC=2N(C(=C1Br)OCC1=CC=CC=C1)N=CC2.BrC2=CC(=CC(=C2)OCCBr)Br